5-fluoro-N-(1H-indol-3-yl)-6-phenyl-3,4-dihydro-isoquinoline-2(1H)-carboxamide FC1=C2CCN(CC2=CC=C1C1=CC=CC=C1)C(=O)NC1=CNC2=CC=CC=C12